butyl 3-((6-bromopyrazin-2-yl)carbamoyl)-5-methyl-2-azabicyclo[3.1.0]hexane-2-carboxylate BrC1=CN=CC(=N1)NC(=O)C1N(C2CC2(C1)C)C(=O)OCCCC